6-((tert-Butoxycarbonyl)amino)-3-methyl-2-oxo-2,3-dihydrobenzo[d]oxazole-5-carboxylic acid ethyl ester C(C)OC(=O)C=1C(=CC2=C(N(C(O2)=O)C)C1)NC(=O)OC(C)(C)C